C1(=CC=CC=C1)C=1C(=C2C(=CC1)N=C1C=CC3=C4C=CC=CC4=NC3=C12)C1=NC=C(C(=N1)C1=CC=CC=2OC3=C(C21)C=CC=C3)C3=CC=CC=C3 phenyl[phenyl(dibenzofuranyl)pyrimidinyl]indolocarbazole